1,2,3,4,5,6,7,8-octahydronaphthalene C1CCCC=2CCCCC12